heptadecane-2,9-diol CC(CCCCCCC(CCCCCCCC)O)O